((8-(2,2-dibromocyclopropyl)-octyloxy)methyl)benzene BrC1(C(C1)CCCCCCCCOCC1=CC=CC=C1)Br